2'-O-(2-methoxyethyl)-methyluridine COCCO[C@H]1[C@@](O[C@@H]([C@H]1O)CO)(N1C(=O)NC(=O)C=C1)C